CC1(OB(OC1(C)C)C=1C=NN(C1)C1CC(C1)NC(OC(C)(C)C)=O)C tert-butyl (3-(4-(4,4,5,5-tetramethyl-1,3,2-dioxaborolan-2-yl)-1H-pyrazol-1-yl)cyclobutyl)carbamate